pentatriacontyl palmitoleate C(CCCCCCC\C=C/CCCCCC)(=O)OCCCCCCCCCCCCCCCCCCCCCCCCCCCCCCCCCCC